(R)-2-(5-chloro-6-(3,3-difluoro-1-methylcyclopentyl)-2-methylpyridin-3-yl)-4-oxo-1,4-dihydro-1,6-naphthyridine-5-carboxamide ClC=1C=C(C(=NC1[C@]1(CC(CC1)(F)F)C)C)C=1NC=2C=CN=C(C2C(C1)=O)C(=O)N